O1C(=CC=C1)C(S)S furan-2-ylmethanedithiol